(R)-(+)-2-amino-1-propanol N[C@@H](CO)C